C(C1CO1)OCCC[SiH](OC)OC (glycidoxy)propyldimethoxysilane